FC(C=1C=C(C=C(C1)C(F)(F)F)B(C1=CC(=CC(=C1)C(F)(F)F)C(F)(F)F)C1=CC(=CC(=C1)C(F)(F)F)C(F)(F)F)(F)F tri[3,5-bis(trifluoromethyl)phenyl]Borane